2-(4-bromophenyl)-9,9-diphenyl-9H-fluorene BrC1=CC=C(C=C1)C1=CC=2C(C3=CC=CC=C3C2C=C1)(C1=CC=CC=C1)C1=CC=CC=C1